CCCCCC(CCCCCCCCCCCC)(O)O octadecane-6,6-diol